COC=1C=C2C(=NC=3C4=C(C=CC3C2=CC1OC)C=C1C(=C4)OCO1)OCCN1CCN(CC1)C 2,3-Dimethoxy-13-(2-(4-methylpiperazin-1-yl)ethoxy)-[1,3]dioxolo[4',5':4,5]benzo[1,2-c]phenanthridine